N-[(4-methoxyphenyl)methyl]-N-[2-(piperazin-2-yl)pyridin-4-yl]cyclopropanesulfonamide COC1=CC=C(C=C1)CN(S(=O)(=O)C1CC1)C1=CC(=NC=C1)C1NCCNC1